N1(CN(CN(C1)C(CBr)=O)C(CBr)=O)C(CBr)=O 1,1',1''-(1,3,5-triazinane-1,3,5-triyl)tri(2-bromoethane-1-one)